1,2-diethylvinylene carbonate C1(OC(=C(CC)O1)CC)=O